CC1=NC=CC2=C1NC3=CC=CC=C23 The molecule is an indole alkaloid fundamental parent with a structure of 9H-beta-carboline carrying a methyl substituent at C-1. It has been isolated from the bark of Sickingia rubra, Symplocus racemosa, Passiflora incarnata, Peganum harmala, Banisteriopsis caapi and Tribulus terrestris, as well as from tobacco smoke. It is a specific, reversible inhibitor of monoamine oxidase A. It has a role as an anti-HIV agent, a plant metabolite and an EC 1.4.3.4 (monoamine oxidase) inhibitor. It is an indole alkaloid, an indole alkaloid fundamental parent and a harmala alkaloid.